(3aS,13aS)-N-[(2,4-Difluorophenyl)methyl]-8-hydroxy-7,9-dioxo-1,2,3,3a,4,5,7,9,13,13a-decahydropyrido[1',2':4,5]pyrazino[1,2-a]pyrrolo[1,2-c]pyrimidine-10-carboxamide FC1=C(C=CC(=C1)F)CNC(=O)C=1C(C(=C2N(C[C@@H]3N(CC[C@H]4N3CCC4)C2=O)C1)O)=O